COC1=CC(=C(C=C1)NC1=CC2=C(C=N1)N(C(N2CCC2CCOCC2)=O)C)C 6-((4-Methoxy-2-methylphenyl)amino)-3-methyl-1-(2-(tetrahydro-2H-pyran-4-yl)ethyl)-1,3-dihydro-2H-imidazo[4,5-c]pyridin-2-one